C(#N)C1CC2(C1)C[C@H](N(CC2)CC2=C1C=CNC1=C(C=C2C2CC2)C)C2=CC=C(C(=O)NC1CNCC1)C=C2 4-((2R,4r,6S)-2-cyano-7-((5-cyclopropyl-7-methyl-1H-indol-4-yl)methyl)-7-azaspiro[3.5]nonan-6-yl)-N-(pyrrolidin-3-yl)benzamide